3'-((6-((1-acryloyl-piperidin-4-yl)amino)-7-methoxy-quinazolin-4-yl)amino)-4'-methoxy-[1,1'-biphenyl]-3-carbaldehyde C(C=C)(=O)N1CCC(CC1)NC=1C=C2C(=NC=NC2=CC1OC)NC=1C=C(C=CC1OC)C1=CC(=CC=C1)C=O